FC=1C=NN2C1C(=NC(=C2)C=2C=NN(C2)C)C2CCNCC2 3-fluoro-6-(1-methylpyrazol-4-yl)-4-(4-piperidyl)pyrazolo[1,5-a]pyrazine